2-chloro-4-((3-(trifluoromethyl)phenylethyl)amino)pyrimidin-5-carboxamide ClC1=NC=C(C(=N1)NCCC1=CC(=CC=C1)C(F)(F)F)C(=O)N